N1CCNCCCNCCNCCC1 1,4,8,11-tetrazacyclotetradecan